C(C1=CC=CC=C1)ON=C(C)C#CC1=CC=C(C=C1)Cl 4-(4-chlorophenyl)-3-butyn-2-one O-benzyl oxime